Tri(5,5-dimethyl-1-hexyl)citrat CC(CCCCC(C(C(C(=O)[O-])(CCCCC(C)(C)C)CCCCC(C)(C)C)(O)C(=O)[O-])C(=O)[O-])(C)C